CS(=O)(=O)OC[C@H](COC1=NN(C(=C1[N+](=O)[O-])C)C1CCOCC1)C (S)-2-methyl-3-((5-methyl-4-nitro-1-(tetrahydro-2H-pyran-4-yl)-1H-pyrazol-3-yl)oxy)propyl methanesulfonate